FC(C1=C(OC=2C(=CC(N(C2)C)=O)Br)C(=CC(=C1)F)C(F)F)F 5-(2,6-bis(difluoromethyl)-4-fluorophenoxy)-4-bromo-1-methylpyridin-2(1H)-one